C(=C\CC)/C1=CC=C(C=C1)CC=1C(=NNC1C)O[C@H]1[C@H](O)[C@@H](O)[C@H](O)[C@H](O1)CO (E)-4-{[4-(but-1-en-1-yl)phenyl]methyl}-3-(β-D-glucopyranosyloxy)-5-methyl-1H-pyrazole